(1R,3R)-3-(((2-(4'-fluoro-2'-(4-methyl-4H-1,2,4-triazol-3-yl)-[1,1'-biphenyl]-3-yl)-7-methoxybenzo[d]oxazol-5-yl)methyl)(methyl)amino)cyclobutan-1-ol FC1=CC(=C(C=C1)C1=CC(=CC=C1)C=1OC2=C(N1)C=C(C=C2OC)CN(C2CC(C2)O)C)C2=NN=CN2C